COC1=CC=C(OCCOC=2C=C(C(C(=O)O)=CC2)O)C=C1 4-(beta-p-methoxyphenoxyethoxy)salicylic acid